2-chloro-8-{[2-(1-methylpyrazol-4-yl)-4-pyridyl]oxy}-5H-benzo[b][1,4]benzoxazepin-6-one ClC=1C=CC2=C(C=NC=3C(O2)C(C=C(C3)OC3=CC(=NC=C3)C=3C=NN(C3)C)=O)C1